CO\C=C(\C(=O)OC)/OC1=CC(=CC(=C1)N1N=C(C=C1)C(F)(F)F)C methyl (Z)-3-methoxy-2-[3-methyl-5-[3-(trifluoromethyl)pyrazol-1-yl]phenoxy]prop-2-enoate